1-[(6-{3-azabicyclo[3.1.0]hexan-3-yl}-5-bromo-2-methylpyridin-3-yl)methyl]-1H-pyrazole-4-carboxylic acid C12CN(CC2C1)C1=C(C=C(C(=N1)C)CN1N=CC(=C1)C(=O)O)Br